C(C1=CC=CC=C1)N1CCC(CC1)CCNC(=O)N1[C@@H](CN(CC1)C1=NC(=CC(=N1)C(=O)NC1CC1)C)C 2-[(3R)-4-{[2-(1-benzylpiperidin-4-yl)ethyl]carbamoyl}-3-methylpiperazin-1-yl]-N-cyclopropyl-6-methylpyrimidine-4-carboxamide